3-(N-(1,2-bis(ethoxycarbonyl)ethyl)amino)Propyltrimethoxysilane 3-methylbutan-2-yl-α-hydroxyisobutyrate CC(C(C)OC(C(C)(C)O)=O)C.C(C)OC(=O)C(CC(=O)OCC)NCCC[Si](OC)(OC)OC